(S)-5-(3-(1-(5-fluoro-3-methylbenzofuran-2-yl)-2-methylpropyl)ureido)-N,N-dimethylthiazole-2-carboxamide FC=1C=CC2=C(C(=C(O2)[C@H](C(C)C)NC(NC2=CN=C(S2)C(=O)N(C)C)=O)C)C1